C(C=1C(C(=O)O)=C(C(=O)O)C(C(=O)O)=CC1)(=O)O mellophanic acid